NC1=C(C=2C(=NC(=C3C2OC=C3)SC3CCN(CC3)C)N1C1=C(C(=CC=C1C)O)C)C(=O)N 7-amino-6-(3-hydroxy-2,6-dimethylphenyl)-4-[(1-methylhexahydropyridin-4-yl)thio]furo[2,3-d]pyrrolo[2,3-b]pyridine-8-carboxamide